C(CCCCC(=O)O)(=O)O.CCCC butane adipate